methyl 2-(4-(benzo[d]thiazol-2-ylmethyl)piperazin-1-yl)-4-cyclopropoxybenzoate S1C(=NC2=C1C=CC=C2)CN2CCN(CC2)C2=C(C(=O)OC)C=CC(=C2)OC2CC2